glyceryl palmitate dilinoleate C(CCCCCCC\C=C/C\C=C/CCCCC)(=O)O.C(CCCCCCC\C=C/C\C=C/CCCCC)(=O)O.C(CCCCCCCCCCCCCCC)(=O)OCC(O)CO